acetyloxyethyl dithiobenzoate C(C1=CC=CC=C1)(=S)SCCOC(C)=O